(S)-N-(4-Chlorobenzyl)-6-((1-((3,4-dihydroxy-2-methylbutan-2-yl)sulfonyl)cyclopropyl)methyl)-1-methyl-7-oxo-4,5,6,7-tetrahydro-1H-pyrazolo[3,4-c]pyridine-3-carboxamide ClC1=CC=C(CNC(=O)C2=NN(C=3C(N(CCC32)CC3(CC3)S(=O)(=O)C(C)([C@H](CO)O)C)=O)C)C=C1